tert-butyl N-[1-[1-(2,6-dioxo-3-piperidyl)-3-methyl-2-oxo-benzimidazol-5-yl]-4-piperidyl]carbamate O=C1NC(CCC1N1C(N(C2=C1C=CC(=C2)N2CCC(CC2)NC(OC(C)(C)C)=O)C)=O)=O